8-(Benzothiophen-2-yl)-N,6-dimethylquinazolin-2-amine S1C(=CC2=C1C=CC=C2)C=2C=C(C=C1C=NC(=NC21)NC)C